BrC=1C(=C(C=CC1)\C=C(/F)\B1OC(C(O1)(C)C)(C)C)C (Z)-2-(2-(3-bromo-2-methylphenyl)-1-fluorovinyl)-4,4,5,5-tetramethyl-1,3,2-dioxaborole